4,6-dichloro-pyrazolo[3,4-d]pyrimidine ClC1=C2C(=NC(=N1)Cl)NN=C2